(1E,2E)-1-(4-methoxyphenyl)-3-phenylprop-2-en-1-one O-acetyloxime C(C)(=O)O\N=C(/C=C/C1=CC=CC=C1)\C1=CC=C(C=C1)OC